CC=1C=C2C(=NC=NC2=CC1)O[C@@H]1CC[C@H](CC1)N1C(N(CC1=O)C=1C=NC=C(C1)C(F)(F)F)=O 3-{trans-4-[(6-methyl-4-quinazolinyl)oxy]cyclohexyl}-1-[5-(trifluoromethyl)-3-pyridinyl]-2,4-imidazolidinedione